BrC1=C(C=C(C(=O)N2CCN(CC2)C(=O)OC(C)(C)C)C=C1)F tert-butyl 4-(4-bromo-3-fluorobenzoyl)piperazine-1-carboxylate